N2,N4-bis((R)-1-cyclopropylethyl)-6-(3-(trifluoromethoxy)phenyl)-1,3,5-triazine-2,4-diamine C1(CC1)[C@@H](C)NC1=NC(=NC(=N1)N[C@H](C)C1CC1)C1=CC(=CC=C1)OC(F)(F)F